Ethyl 2-bromo-1-methyl-1H-imidazole-4-carboxylate BrC=1N(C=C(N1)C(=O)OCC)C